CN1N=CC(=C1)CCOC1=NC(=CC(=N1)N1N=C(C=C1)C(=O)NC1=CC=CC=C1)N1CCOCC1 1-(2-(2-(1-methyl-1H-pyrazol-4-yl)ethoxy)-6-morpholinopyrimidin-4-yl)-N-phenyl-1H-pyrazole-3-carboxamide